(2S,3R,4R,5S)-3,4,5-tris(benzyloxy)-2-((benzyloxy)methyl)-1-((S)-piperidin-3-ylmethyl)piperidine C(C1=CC=CC=C1)O[C@@H]1[C@@H](N(C[C@@H]([C@H]1OCC1=CC=CC=C1)OCC1=CC=CC=C1)C[C@@H]1CNCCC1)COCC1=CC=CC=C1